(S)-1-(2-methyl-4-(3-((4-(trifluoromethyl)pyridin-2-yl)oxy)benzyl)piperazine-1-carbonyl)-1H-pyrazole-3-carboxylic acid C[C@@H]1N(CCN(C1)CC1=CC(=CC=C1)OC1=NC=CC(=C1)C(F)(F)F)C(=O)N1N=C(C=C1)C(=O)O